(1-(((2R,3S,4R,5R)-5-(6-chloro-4-(cyclopentylamino)-1H-pyrazolo[3,4-d]pyrimidin-1-yl)-3,4-dihydroxytetrahydrofuran-2-yl)methoxy)propyl)phosphonic acid ClC1=NC(=C2C(=N1)N(N=C2)[C@H]2[C@@H]([C@@H]([C@H](O2)COC(CC)P(O)(O)=O)O)O)NC2CCCC2